2,5-Dichloro-N4-(4-[N-(1,1-dimethylethyl)sulfamoyl]phenyl)pyrimidin-4-amine ClC1=NC=C(C(=N1)NC1=CC=C(C=C1)S(NC(C)(C)C)(=O)=O)Cl